CC1=NC(=CC(=C1)C=1NC2=CC=C(C=C2C1C(C)C)C1CCN(CC1)C(CN1CC(CCC1)O)=O)C 1-(4-(2-(2,6-dimethylpyridin-4-yl)-3-isopropyl-1H-indol-5-yl)piperidin-1-yl)-2-(3-hydroxypiperidin-1-yl)ethan-1-one